ditriethanolamine N-palmitoyl-aspartate C(CCCCCCCCCCCCCCC)(=O)N[C@@H](CC(=O)O)C(=O)O.N(CCO)(CCO)CCO.N(CCO)(CCO)CCO